2',4',7-Trihydroxy-6'-methoxy-3'-isopentenyl-isoflavone OC1=C(C2=COC3=CC(=CC=C3C2=O)O)C(=CC(=C1CCC(=C)C)O)OC